2-[(3-CHLORO-2-FORMYLPHENYL)(PROPYL)AMINO]-N-METHYLACETAMIDE ClC=1C(=C(C=CC1)N(CC(=O)NC)CCC)C=O